N-((1s,3s)-3-(6-((1-(3-(4-(2-(2,6-dioxopiperidin-3-yl)-1,3-dioxoisoindolin-5-yl)piperazin-1-yl)propyl)piperidin-4-yl)amino)-9H-purin-9-yl)cyclobutyl)-6-methylpicolinamide O=C1NC(CC[C@@H]1N1C(C2=CC=C(C=C2C1=O)N1CCN(CC1)CCCN1CCC(CC1)NC1=C2N=CN(C2=NC=N1)C1CC(C1)NC(C1=NC(=CC=C1)C)=O)=O)=O